SCCC1=CC=C(C=C1)O p-(2-mercaptoethyl)phenol